(1r,2s)-2-fluorocyclopropylamine p-toluenesulfonate salt CC1=CC=C(C=C1)S(=O)(=O)O.F[C@@H]1[C@@H](C1)N